N-(gamma-aminopropyl)beta-aminoethyl-tripropoxysilane NCCCNCC[Si](OCCC)(OCCC)OCCC